O1CCNCC(C1)CO (1,4-oxazepan-6-yl)methanol